2-hydroxy-5-(oxetan-3-yloxy)cyclohepta-2,4,6-trien-1-one OC=1C(C=CC(=CC1)OC1COC1)=O